FC1=C(C(=CC=C1C(=O)C1=CNC2=NC=C(C=C21)C=2C=NC=CC2)F)NS(=O)(=O)C N-(2,6-difluoro-3-(5-(pyridin-3-yl)-1H-pyrrolo[2,3-b]pyridine-3-carbonyl)phenyl)methanesulfonamide